BrCC=1N=C2N(C=C(C=C2)Cl)C1 2-(bromomethyl)-6-chloro-imidazo[1,2-a]pyridine